ethyl (1R,2S,3S,4R)-3-aminobicyclo[2.2.2]octane-2-carboxylate hydrochloride Cl.N[C@@H]1[C@H](C2CCC1CC2)C(=O)OCC